methyl 5-[4,6-difluoro-5-iodo-1-(2-trimethylsilylethoxymethyl)benzimidazol-2-yl]oxy-2-methyl-benzoate FC1=C(C(=CC=2N(C(=NC21)OC=2C=CC(=C(C(=O)OC)C2)C)COCC[Si](C)(C)C)F)I